N-[[1-[6-(3-cyclopropyl-1,2,4-triazol-1-yl)-2-azaspiro[3.3]heptane-2-carbonyl]-4-piperidyl]methyl]benzenesulfonamide C1(CC1)C1=NN(C=N1)C1CC2(CN(C2)C(=O)N2CCC(CC2)CNS(=O)(=O)C2=CC=CC=C2)C1